C(C)[Si](CC)CC (triethyl)silicon